N(N)C1=NC=C(C=C1)[S@](=O)C (R)-2-hydrazino-5-(methylsulfinyl)pyridine